ClC1=C(C(=CC(=C1)Cl)Cl)C=1N(C(=C(N1)C1=CC=C(C=C1)C(=O)OCC)C1=CC=C(C=C1)C(=O)OCC)C1(N=C(C(=N1)C1=CC=C(C=C1)C(=O)OCC)C1=CC=C(C=C1)C(=O)OCC)C1=C(C=C(C=C1Cl)Cl)Cl 2,2'-bis(2,4,6-trichlorophenyl)-4,4',5,5'-tetrakis(4-ethoxycarbonylphenyl)-1,2'-biimidazole